5-(3-chloroimidazo[1,2-b]pyridazin-6-yl)-N-(cis-4-ethoxycyclohexyl)-7H-pyrrolo[2,3-d]pyrimidin-2-amine ClC1=CN=C2N1N=C(C=C2)C2=CNC=1N=C(N=CC12)N[C@@H]1CC[C@@H](CC1)OCC